FC(C(=O)N1CC2(C1)C=C(C(C(C2)(C)C)=O)C#N)(CC2=CC=CC=C2)F 2-(2,2-difluoro-3-phenylpropanoyl)-8,8-dimethyl-7-oxo-2-azaspiro[3.5]non-5-ene-6-carbonitrile